(3'-fluorobenzylamino)-7-hydroxycoumarin FC=1C=C(CNC=2C(OC3=CC(=CC=C3C2)O)=O)C=CC1